2-[(2E)-2-(aminomethyl)-3-fluoroprop-2-en-1-yl]-4-[5-(1H-pyrrolo[2,3-b]pyridin-5-yl)thiophen-2-yl]methyl-2,4-dihydro-3H-1,2,4-triazol-3-one hydrochloride Cl.NC/C(/CN1N=CN(C1=O)CC=1SC(=CC1)C=1C=C2C(=NC1)NC=C2)=C\F